BrC1=CC=C(C=C1)C1=CC=C(C=C1)C(C(C)C1=CC=C(C=C1)C1=CC=C(C=C1)Br)C bis(4'-bromobiphenyl-4-yl)butane